FC=1C=C(C=NC1N1C=NC(=C1)[C@H]1NCCCC1)NC(CC1=NC(=CC=C1)C(F)(F)F)=O (S)-N-(5-fluoro-6-(4-(piperidin-2-yl)-1H-imidazol-1-yl)pyridin-3-yl)-2-(6-(trifluoromethyl)pyridin-2-yl)acetamide